N-(6-(2-(diethylamino)thiazol-5-yl)isoquinolin-3-yl)-2-(4-fluoropiperidin-1-yl)acetamide C(C)N(C=1SC(=CN1)C=1C=C2C=C(N=CC2=CC1)NC(CN1CCC(CC1)F)=O)CC